2,9-dimethoxy-1,10-phenanthroline COC1=NC2=C3N=C(C=CC3=CC=C2C=C1)OC